5-isoquinolonesulfonamide C1(=NC=CC=2C(CC=CC12)=O)S(=O)(=O)N